ClC1=CC=C(C=C1)C1=NN(CC1C1=CC=CC=C1)S(=O)(=O)C1=NN(N=C1)C (Z)-3-(4-chlorophenyl)-N-((2-methyl-2H-1,2,3-triazol-4-yl)sulfonyl)-4-phenyl-4,5-dihydro-1H-pyrazole